CC1=C(C=NN1C1CCC(CC1)NC)C=1C=C(C=2N(C1)N=CC2C#N)SC2=NC=CC=C2 6-(5-methyl-1-((1s,4s)-4-(methylamino)cyclohexyl)-1H-pyrazol-4-yl)-4-(pyridin-2-ylthio)pyrazolo[1,5-a]pyridine-3-carbonitrile